C(C)(C)(C)N=[Ta](OC(C)(C)C)(OC(C)(C)C)OC(C)(C)C (t-butylimino)tris(t-butoxy)tantalum